FC=1C=C(C=CC1)NC(C1=CC(=CC=C1)SC1=CC=C2C(=NNC2=C1)\C=C\C1=NC=CC=C1)=O (E)-N-(3-fluorophenyl)-3-((3-(2-(pyridin-2-yl)vinyl)-1H-indazol-6-yl)thio)benzamide